ClC1=CC=C(C=C1)C#CCCO 4-p-chlorophenyl-3-butyn-1-ol